6-(bis(4H-benzo[d][1,3]dioxin-6-yl)methoxy)-2-azaspiro[3.3]heptane O1COCC2=C1C=CC(=C2)C(OC2CC1(CNC1)C2)C2=CC1=C(OCOC1)C=C2